FC(OC1=C(C=C(C(=O)N[C@@H]2[C@H](C[C@H](C2)OC(F)(F)F)O)C=C1)C#CC=1C=NC=C(C1)F)F 4-(Difluoromethoxy)-3-[2-(5-fluoropyridin-3-yl)ethynyl]-N-[(1S,2S,4S)-2-hydroxy-4-(trifluoromethoxy)cyclopentyl]benzamide